N=C(C(=O)OC)C(=O)OC dimethyl iminomalonate